5-(tert-butyl)-N-(4-(6-(1,3-dimethyl-1H-pyrazol-4-yl)pyrrolo[2,1-f][1,2,4]triazin-4-yl)-2-methylbenzyl)-1,2,4-oxadiazole-3-carboxamide C(C)(C)(C)C1=NC(=NO1)C(=O)NCC1=C(C=C(C=C1)C1=NC=NN2C1=CC(=C2)C=2C(=NN(C2)C)C)C